O[C@H]1C[C@@H](OC2=C1C=C(C=C2)C(F)(F)F)C(=O)NC21CC(C2)(C1)N1N=CC(=C1)C1=NC=C(C=C1)C(F)(F)F (2R,4S)-4-hydroxy-6-(trifluoromethyl)-N-(3-{4-[5-(trifluoromethyl)pyridin-2-yl]-1H-pyrazol-1-yl}bicyclo[1.1.1]pentan-1-yl)-3,4-dihydro-2H-1-benzopyran-2-carboxamide